ClC=1C=CC2=C(N(N=N2)CC2=CC=C(C=C2)C=2OC(=NN2)C(F)F)C1 2-(4-((6-chloro-1H-benzo[d][1,2,3]triazol-1-yl)methyl)phenyl)-5-(difluoromethyl)-1,3,4-oxadiazole